COC(C(COC)C1=C(C(=C(C=C1)N)N)F)=O 2-(3,4-diamino-2-fluorophenyl)-3-methoxypropionic acid methyl ester